diethoxyethoxymethylbenzene C(C)OC(COCC1=CC=CC=C1)OCC